[(7-chloro-3-hydroxy-quinoline-2-carbonyl)-amino]-acetic acid ClC1=CC=C2C=C(C(=NC2=C1)C(=O)NCC(=O)O)O